1,2,4,5-tetrabromocyclohexane BrC1C(CC(C(C1)Br)Br)Br